[Cu](Cl)(Cl)Cl.C(CCC)N1CN(C=C1)C=C 1-butyl-3-vinylimidazole copper trichloride salt